tert-butyl N-(2-{[(tert-butoxy) carbonyl] ({2-[(4-{[6-(5-chloro-2-fluorophenyl)-3-methylpyridazin-4-yl] amino} pyridin-2-yl) carbamoyl] ethyl}) amino} ethyl)-N-methylcarbamate C(C)(C)(C)OC(=O)N(CCN(C(OC(C)(C)C)=O)C)CCC(NC1=NC=CC(=C1)NC1=C(N=NC(=C1)C1=C(C=CC(=C1)Cl)F)C)=O